(5-(4-(3-chloro-2-fluoro-6-methoxyphenyl)-6-methylnicotinamido)-1,3,4-thiadiazol-2-yl)-2,2-difluoroacetyl chloride ClC=1C(=C(C(=CC1)OC)C1=CC(=NC=C1C(=O)NC1=NN=C(S1)C(C(=O)Cl)(F)F)C)F